FC(C(=O)O)(F)F.NC=1NC(C2=C(N1)NC(=C2C2=C(C=CC=C2)C#N)C2=CC=C(C=C2)S(=O)(=O)N(C)C)=O 4-(2-Amino-5-(2-cyano-phenyl)-4-oxo-4,7-dihydro-3H-pyrrolo[2,3-d]pyrimidin-6-yl)-N,N-dimethylbenzenesulfonamide, trifluoro-acetic acid salt